C(C)(=O)[O-].C(CCCCCCCCCCC)[NH+]1C=C(C=C1)CCCC 1-Dodecyl-3-butylpyrrolium acetat